CC=1C=CC=C2C=CN=C(C12)NC1CN(CCC1)C(=O)OC(C)(C)C tert-butyl 3-[(8-methyl-1-isoquinolyl)amino]piperidine-1-carboxylate